(S)-N-((5-chloro-1-methyl-3-(trifluoromethyl)-1H-pyrazol-4-yl)methyl)-4-(3-(5-fluoro-2-methoxypyridin-4-yl)-1H-pyrazole-5-carbonyl)-4-azaspiro[2.5]octane-7-carboxamide ClC1=C(C(=NN1C)C(F)(F)F)CNC(=O)[C@H]1CCN(C2(CC2)C1)C(=O)C1=CC(=NN1)C1=CC(=NC=C1F)OC